ethyl N-(5-{[3-bromo-4-[(2,4-difluorobenzyl)oxy]-6-methyl-2-oxopyridin-1(2H)-yl]methyl}-2-methylpyrimidin-4-yl)glycinate trifluoroacetate FC(C(=O)O)(F)F.BrC=1C(N(C(=CC1OCC1=C(C=C(C=C1)F)F)C)CC=1C(=NC(=NC1)C)NCC(=O)OCC)=O